NCC(=O)N[C@H](C(=O)O)CCC(=O)OC(C)(C)C (S)-2-(2-aminoacetylamino)-5-(t-butoxy)-5-oxopentanoic acid